N1(CC1)C(C(C)C1=C(C(=CC=C1)C(C)C1CC1)O)=O 1-(aziridine-1-yl)-2-(3-(1-cyclopropylethyl)-2-hydroxyphenyl)propan-1-one